pyrazolocyclononane N1N=CC2=C1CCCCCCC2